N1C=C(C2=NC=CC=C21)CC2C(N(C(N2)=S)CC)=O (Z)-5-((1H-pyrrolo[3,2-b]pyridin-3-yl)methyl)-3-ethyl-2-thioxoimidazolidin-4-one